FC(C1=NN=C(O1)C1=CC=C(C=C1)CC1=NC(=NO1)C1=CC=C(C=C1)NC=1NCCN1)F N-[4-[5-[[4-[5-(difluoromethyl)-1,3,4-oxadiazol-2-yl]phenyl]methyl]-1,2,4-oxadiazol-3-yl]phenyl]-4,5-dihydro-1H-imidazol-2-amine